O=C1N[C@H]([C@@H]2CC[C@H]1N2C(=O)[O-])C(=O)OCC ethyl (1S,2R,5R)-4-oxo-3,8-diazabicyclo[3.2.1]octane-2,8-dicarboxylate